O=C1NC2=C(C=CC=C2C=C1C(=O)N)C=1OC(=NN1)C1=CC=CC=C1 2-oxo-8-(5-phenyl-1,3,4-oxadiazol-2-yl)-1H-quinoline-3-carboxamide